ClC=1C=C(C=CC1Cl)NC(=O)[C@H]1[C@H]2[C@@H]([C@@H]([C@@H]([C@@H]1C1=CC(=NC=C1)C)O2)O)O (1S,2R,3S,4R,5S,6R)-N-(3,4-dichlorophenyl)-5,6-dihydroxy-3-(2-methylpyridin-4-yl)-7-oxabicyclo[2.2.1]heptane-2-carboxamide